N-methyl-5-(4-((4-(4-oxo-3,4-dihydroquinazolin-2-yl)piperidin-1-yl)methyl)piperidin-1-yl)picolinamide CNC(C1=NC=C(C=C1)N1CCC(CC1)CN1CCC(CC1)C1=NC2=CC=CC=C2C(N1)=O)=O